1-Hydroxypropan-2-yl-1H-imidazole-4-carboxylic acid OCC(C)N1C=NC(=C1)C(=O)O